3-((3,3-dibutyl-7-(methylthio)-1,1-dioxido-5-phenyl-2,3,4,5-tetrahydro-1,5-benzothiazepin-8-yl)oxy)-2-ethoxypropanoic acid C(CCC)C1(CS(C2=C(N(C1)C1=CC=CC=C1)C=C(C(=C2)OCC(C(=O)O)OCC)SC)(=O)=O)CCCC